Tert-butyl ((3R)-3-((3R,10S,13R,17R)-3-hydroxy-10,13-dimethyl-7-oxohexadecahydro-1H-cyclopenta[a]phenanthren-17-yl)butyl)carbamate O[C@@H]1CC[C@@]2(C3CC[C@@]4([C@H](CCC4C3C(CC2C1)=O)[C@@H](CCNC(OC(C)(C)C)=O)C)C)C